3-(2-azidoethoxy)-2-oxopropanal N(=[N+]=[N-])CCOCC(C=O)=O